3-(1-(2,6-dicarbonylpiperidin-3-yl)-3-methyl-1H-indol-4-yl)propane C(=O)=C1NC(CCC1N1C=C(C2=C(C=CC=C12)CCC)C)=C=O